methyl (R)-2-(methoxymethyl)-2,3,4,5-tetrahydrobenzo[f][1,4]oxazepine-8-carboxylate COC[C@@H]1OC2=C(CNC1)C=CC(=C2)C(=O)OC